tert-butyl N-[(tert-butoxy)carbonyl]-N-(5-nitro-3-(prop-1-en-2-yl)pyridin-2-yl)carbamate C(C)(C)(C)OC(=O)N(C(OC(C)(C)C)=O)C1=NC=C(C=C1C(=C)C)[N+](=O)[O-]